(15R)-12-ethyl-11-methyl-15-(3,3,3-trifluoropropyl)-11,12,15,16,17,18,19,20-octahydro-6,22:10,7-di(azeno)imidazo[2,1-c][1,8,4,12,14]dioxatriazacycloicosin-13(14H)-one C(C)N1C(C2=COC(C3=CN4C(C(OCCCCC[C@@H](NC1=O)CCC(F)(F)F)=N3)=NC=C4)=N2)C